The molecule is a straight-chain alkane with seven carbon atoms. It has been found in Jeffrey pine (Pinus jeffreyi). It has a role as a non-polar solvent and a plant metabolite. It is a volatile organic compound and an alkane. CCCCCCC